N-carbamoyl-aminoamide C(N)(=O)[N-]N